ClC1=C(C=C2C=C(NC2=C1)C=1C=CC(=NC1)N1C(CCC1CO)=O)C=1C=NC=C(C1)OC 1-(5-(6-chloro-5-(5-methoxypyridin-3-yl)-1H-indol-2-yl)pyridin-2-yl)-5-(hydroxymethyl)pyrrolidin-2-one